BrC1=CN(C2=NC=CC(=C21)OC2=C(C=C(C=C2F)NC=2OCC(CN2)(C)C)F)COCC[Si](C)(C)C N-(4-((3-bromo-1-((2-(trimethylsilyl)ethoxy)methyl)-1H-pyrrolo[2,3-b]pyridin-4-yl)oxy)-3,5-difluorophenyl)-5,5-dimethyl-5,6-dihydro-4H-1,3-oxazin-2-amine